The molecule is a glutamyl-L-amino acid obtained by formal condensation of the gamma-carboxy group of glutamic acid with the amino group of tryptophan. It is a conjugate acid of a gamma-Glu-Trp(1-). C1=CC=C2C(=C1)C(=CN2)C[C@@H](C(=O)O)NC(=O)CC[C@@H](C(=O)O)N